BrC=1C=NN2C1C=C(C=C2)N2N=C(C(=C2)C(=O)OCC)OC ethyl 1-(3-bromopyrazolo[1,5-a]pyridin-5-yl)-3-methoxy-pyrazole-4-carboxylate